FCCCN(C(=O)C=1C=C2N=C(C=NC2=CC1)C=1C=C2C=CN(C(C2=CC1)=O)C)C N-(3-fluoropropyl)-N-methyl-3-(2-methyl-1-oxo-1,2-dihydro-6-isoquinolinyl)-6-quinoxalinecarboxamide